2,4-dichloro-6-phenyl-5,6,7,8-tetrahydropyrido[4,3-d]pyrimidine ClC=1N=C(C2=C(N1)CCN(C2)C2=CC=CC=C2)Cl